(Z)-3-cyclopropylamino-2-(2,4,5-trifluorobenzoyl)acrylic acid ethyl ester C(C)OC(\C(=C/NC1CC1)\C(C1=C(C=C(C(=C1)F)F)F)=O)=O